COC(CCC[C@H](CC#N)C)(C)C (R)-7-methoxy-3,7-dimethyloctanenitrile